4-((4-(trifluoromethoxy)phenyl)amino)-1H-1,2,3-triazole-5-carboxylic acid FC(OC1=CC=C(C=C1)NC=1N=NNC1C(=O)O)(F)F